C(C)OC1=CC=CC(=N1)C(=O)O 6-ethoxypyridine-2-carboxylic acid